FC1=CC=C(C=C1)C(/C=C/C1=CC=C(C=C1)\C=C/1\C(N(C(S1)=O)CC1=CC=C(C(=O)O)C=C1)=O)=O 4-[[(5Z)-5-[[4-[(E)-3-(4-Fluorophenyl)-3-oxoprop-1-enyl]phenyl]methylidene]-2,4-dioxo-1,3-thiazolidin-3-yl]methyl]benzoic acid